Cl.FC1=CC(=CC2=C1N=C(S2)NC(=O)C2CNCCCC2)F N-(4,6-difluoro-1,3-benzothiazol-2-yl)azepane-3-carboxamide hydrochloride